C(#N)[C@H]1N([C@H]2C[C@H]2C1)C(CNC(=O)C1=CC=NC2=CC=C(C=C12)OC(C)C)=O N-(2-((1S,3S,5S)-3-Cyano-2-azabicyclo[3.1.0]hexan-2-yl)-2-oxoethyl)-6-isopropoxyquinoline-4-carboxamide